N1N=NC2=C1C1=C(C=C2C2=CC3=C(C4=NN(N=C42)C)C4=C(C=C3)C=CC=C4)C=CC=C1 benzobenzotriazol-yl-2-methyl-benzobenzobenzotriazol